FC(C(C(C(C(C(F)(F)F)(F)F)(F)F)(F)F)(F)F)(F)CCP(O)(O)=O (perfluorohexyl)ethyl-phosphonic acid